8-(6-((R)-1-(2-((R)-3-isopropoxypyrrolidin-1-yl)ethoxy)ethyl)pyridin-3-yl)-3-methyl-1-(tetrahydro-2H-pyran-4-yl)-1H-imidazo[4,5-c]cinnolin-2(3H)-one C(C)(C)O[C@H]1CN(CC1)CCO[C@H](C)C1=CC=C(C=N1)C1=CC=2C3=C(N=NC2C=C1)N(C(N3C3CCOCC3)=O)C